N-(3-(2,7-diazaspiro[4.4]nonane-2-carbonyl)-5-(trifluoromethyl)phenyl)-2-(4-(4-ethoxy-6-oxo-1,6-dihydropyridin-3-yl)-2-fluorophenyl)acetamide C1N(CCC12CNCC2)C(=O)C=2C=C(C=C(C2)C(F)(F)F)NC(CC2=C(C=C(C=C2)C2=CNC(C=C2OCC)=O)F)=O